1-(4-(1-(piperidin-4-ylmethyl)piperidin-4-yl)phenyl)dihydropyrimidine-2,4(1H,3H)-dione hydrochloride Cl.N1CCC(CC1)CN1CCC(CC1)C1=CC=C(C=C1)N1C(NC(CC1)=O)=O